C(C)OC(C[C@@H](C1=CC(=CC(=C1)OC)Br)N([C@H](C)C1=CC=CC=C1)CC1=CC=CC=C1)=O (S)-3-(benzyl-((R)-1-phenylethyl)amino)-3-(3-bromo-5-methoxyphenyl)propanoic acid ethyl ester